N-([1,1'-biphenyl]-4-ylmethyl)-1-(3-ethoxybenzoyl)-4-hydroxypyrrolidine-2-carboxamide C1(=CC=C(C=C1)CNC(=O)C1N(CC(C1)O)C(C1=CC(=CC=C1)OCC)=O)C1=CC=CC=C1